6-(7-(2-azaspiro[3.3]heptan-2-ylcarbonyl)-2-quinoxalinyl)-2-methyl-1(2H)-isoquinolinone C1N(CC12CCC2)C(=O)C2=CC=C1N=CC(=NC1=C2)C=2C=C1C=CN(C(C1=CC2)=O)C